(S)-3-amino-1-methyl-3-(3-(4-methyl-6-(4-(trifluoromethyl)phenyl)pyrimidin-2-yl)prop-2-yn-1-yl)pyrrolidin-2-one N[C@@]1(C(N(CC1)C)=O)CC#CC1=NC(=CC(=N1)C)C1=CC=C(C=C1)C(F)(F)F